N1=CN=C(N=C1)N [1,3,5]triazin-4-amine